NC=1C=C(C=CC1)CCCCC1=CC(=CC=C1)N 1,4-bis(3-aminophenyl)butane